Dilaurylthiodipropionat C(CCCCCCCCCCC)OC(CCSCCC(=O)OCCCCCCCCCCCC)=O